ClC1=CC=C(C=C1)C=1C2=C(C(NN1)=O)N=C(C(=C2)C)C 5-(4-chlorophenyl)-2,3-dimethyl-7H-pyrido[2,3-d]pyridazin-8-one